5-{2-acetamidoimidazo[1,2-b]pyridazin-6-yl}-2,6-dimethyl-N-{[2-(trifluoromethoxy)phenyl]methyl}pyridine-3-carboxamide C(C)(=O)NC=1N=C2N(N=C(C=C2)C=2C=C(C(=NC2C)C)C(=O)NCC2=C(C=CC=C2)OC(F)(F)F)C1